4-Cyclobutyl-7-(5-(7-ethyl-7H-imidazo[4,5-c]pyridazin-4-yl)-2-fluorophenyl)-6-methoxy-2H-benzo[b][1,4]oxazin-3(4H)-one C1(CCC1)N1C2=C(OCC1=O)C=C(C(=C2)OC)C2=C(C=CC(=C2)C=2C1=C(N=NC2)N(C=N1)CC)F